4-(6-(2,4-Dioxotetrahydropyrimidin-1(2H)-yl)benzo[d]isoxazol-3-yl)piperazine-1-carboxylate O=C1N(CCC(N1)=O)C1=CC2=C(C(=NO2)N2CCN(CC2)C(=O)[O-])C=C1